C(C)C(CCCC)=COCCOCCOCCOC=C(CCCC)CC 5,18-diethyl-7,10,13,16-tetraoxadocosa-5,17-diene